C1(CC1)C1=NC=C(C(=O)NC2=CC(=CC=C2)[C@H](C)NC2=CN=C3C(=N2)SC(=C3)C)C=C1 (S)-6-cyclopropyl-N-(3-(1-((6-methylthieno[2,3-b]pyrazin-3-yl)amino)ethyl)phenyl)nicotinamide